C(C1=CC=CC=C1)(=O)ON1C(=NC(=C1C1=CC=CC=C1)C1=CC=CC=C1)C1=C(C=C(C=C1)C=C(C#N)OC(C)=O)Cl 2-(4-(2-Acetoxy-2-cyanovinyl)-2-chlorophenyl)-4,5-diphenyl-1H-imidazol-1-yl benzoate